ClC=1C2=C(N=CN1)C(=C(S2)Cl)Cl 4,6,7-trichlorothieno[3,2-d]pyrimidine